C(C)(C)(C)OC(=O)N1C[C@H](CC1)C(=O)NCC=1C=CC(CC1)NC(NC=1C(=C(C(=O)O)C=CC1)C)=O 3-(3-(4-(((S)-1-(tert-butoxycarbonyl)pyrrolidine-3-carboxamido)methyl)cyclohexa-2,4-dien-1-yl)ureido)-2-methylbenzoic acid